N-(Boc)Alanine C(=O)(OC(C)(C)C)N[C@@H](C)C(=O)O